P(=O)([O-])([O-])[O-].[Na+].[Na+].[Na+].ClN1C(N(C(N(C1=O)Cl)=O)Cl)=O trichloroisocyanuric acid trisodium phosphate